Dihexadecyl ((3-(dimethylamino)propoxy)carbonyl)-L-aspartate CN(CCCOC(=O)N[C@@H](CC(=O)OCCCCCCCCCCCCCCCC)C(=O)OCCCCCCCCCCCCCCCC)C